12-oxo-6a,7,9,10-tetrahydro-6H-pyrazino[2,1-c]pyrido[3,4-f][1,4]oxazepine-8(12H)-carboxylate O=C1N2C(COC3=C1C=NC=C3)CN(CC2)C(=O)[O-]